C1(CCCC1)C(C(C)C=1C=C(C=2[C@@H]3[C@@H](C(OC2C1)(C)C)CC=C(C3)C)O)C (6As,10aS)-3-(3-cyclopentylbutan-2-yl)-6,6,9-trimethyl-6a,7,10,10a-tetrahydrobenzo[c]chromen-1-ol